2-(adamantan-1-yl)-N-(7-aminoheptyl)acetamide tert-butyl-(1R,5S)-2-oxo-3-azabicyclo[3.2.0]heptane-3-carboxylate C(C)(C)(C)OC(=O)N1C([C@@H]2CC[C@@H]2C1)=O.C12(CC3CC(CC(C1)C3)C2)CC(=O)NCCCCCCCN